BrC=1C(=C(C(=O)O)C=C(C1)Cl)I 3-bromo-5-chloro-2-iodobenzoic acid